9-(1,1'-biphenyl-3-yl)-9'-(1,1'-biphenyl-4-yl)-9H,9'H-3,3'-bi-carbazole C1(=CC(=CC=C1)N1C2=CC=CC=C2C=2C=C(C=CC12)C=1C=CC=2N(C3=CC=CC=C3C2C1)C1=CC=C(C=C1)C1=CC=CC=C1)C1=CC=CC=C1